(S)-4-(3-(1-(but-2-ynoyl)pyrrolidin-2-yl)-8-(hydroxymethyl)imidazo[1,5-a]pyrazin-1-yl)-N-(pyridin-2-yl)benzamide C(C#CC)(=O)N1[C@@H](CCC1)C1=NC(=C2N1C=CN=C2CO)C2=CC=C(C(=O)NC1=NC=CC=C1)C=C2